5',3',4'-trihydroxyflavone OC=1C(=C(C=C(C=2OC3=CC=CC=C3C(C2)=O)C1)O)O